2-((2,3-dihydroxypropyl)thio)propanoic acid-2-hexyl-1-decanyl ester C(CCCCC)C(COC(C(C)SCC(CO)O)=O)CCCCCCCC